5-chloro-4-(4-{3,8-diazabicyclo[3.2.1]oct-3-yl}-8-fluoro-2-[2-(hexahydro-1H-pyrrolizin-7a-yl)ethynyl]pyrido[4,3-d]pyrimidin-7-yl)naphthalen-2-ol ClC1=C2C(=CC(=CC2=CC=C1)O)C1=C(C=2N=C(N=C(C2C=N1)N1CC2CCC(C1)N2)C#CC21CCCN1CCC2)F